FCCN1C=C(C(C(=C1C)C1=CC=C(C=C1)F)=O)C(=O)NC1=CC=C(C=C1)OC1=CC=NC2=CC(=CN=C12)OC 1-(2-Fluoroethyl)-5-(4-fluorophenyl)-N-[4-[(7-methoxy-1,5-naphthyridin-4-yl)oxy]phenyl]-6-methyl-4-oxopyridine-3-carboxamide